selenium compound with nitrogen antimony [Sb].[N].[Se]